FC1(C[C@@]12CN([C@@H](C2)C(=O)NCC2=CC(=CS2)C(=N)NC(OCC2=CC=CC=C2)=O)C(CNC(CCCOC2=CC=CC=C2)=O)=O)F benzyl ((5-(((3S,6S)-1,1-difluoro-5-((4-phenoxybutanoyl)glycyl)-5-azaspiro[2.4]heptane-6-carboxamido)methyl)thiophen-3-yl)(imino)methyl)carbamate